C[C@]1(N(CC1)C(C=C)=O)COC=1C=NC=CC1C1=C(C2=NC=CC=C2N1)C1=CC=CC=C1 |r| 1-[(2RS)-2-methyl-2-({[4-(3-phenyl-1H-pyrrolo[3,2-b]pyridin-2-yl)pyridin-3-yl]oxy}methyl)azetidin-1-yl]prop-2-en-1-one